N-(3-((4-(2-acetamido-4-methylthiazol-5-yl)pyrimidin-2-yl)amino)-4-methylphenyl)-1-(4-fluorophenyl)-5-(methylsulfinyl)-1H-pyrazole-3-carboxamide C(C)(=O)NC=1SC(=C(N1)C)C1=NC(=NC=C1)NC=1C=C(C=CC1C)NC(=O)C1=NN(C(=C1)S(=O)C)C1=CC=C(C=C1)F